E-3-[3'-(Acetylaminomethyl)-4'-hydroxy-5'-(adamantan-1-yl)biphenyl-4-yl]-acrylic acid C(C)(=O)NCC=1C=C(C=C(C1O)C12CC3CC(CC(C1)C3)C2)C2=CC=C(C=C2)/C=C/C(=O)O